NC=1C2=C(N=CN1)N(C(=C2C2=CC=C(C=C2)C(=O)N2CCCC2)C2CC(C2)NC(C(=C)C)=O)C N-((1r,3r)-3-(4-amino-7-methyl-5-(4-(pyrrolidine-1-carbonyl)phenyl)-7H-pyrrolo[2,3-d]pyrimidin-6-yl)cyclobutyl)methacrylamide